ClC1=C(C=C(C=C1)C=1C=C(C(N(N1)C1=CC(=CC=C1)F)=O)C(=O)N[C@H]1[C@H](CCCC1)O)F 6-(4-chloro-3-fluorophenyl)-2-(3-fluorophenyl)-N-(cis-2-hydroxycyclohexyl)-3-oxo-2,3-dihydropyridazine-4-carboxamide